N2-[1-[1-(difluoromethyl)pyrazol-3-yl]-1-methyl-ethyl]-6-(1-methylindol-6-yl)-1,3,5-triazine-2,4-diamine FC(N1N=C(C=C1)C(C)(C)NC1=NC(=NC(=N1)N)C1=CC=C2C=CN(C2=C1)C)F